C(C)N(C(CCCCCCC\C=C/CCCCCCCC)=O)CC N,N-diethyloleic acid amide